(3-(2-((4-(Hydroxymethyl)tetrahydro-2H-pyran-4-yl)amino)-5-(trifluoromethyl)pyrimidin-4-yl)-1H-Indol-7-yl)dimethylphosphine oxide OCC1(CCOCC1)NC1=NC=C(C(=N1)C1=CNC2=C(C=CC=C12)P(C)(C)=O)C(F)(F)F